1-isobutyl-1,2,3,4-tetrahydroquinoxaline C(C(C)C)N1CCNC2=CC=CC=C12